CC1=C(C=CC(=C1N1N=CC(=C1)C)NC1=NC=C(C=C1)C(F)(F)F)S(=O)(=O)N methyl-3-(4-methylpyrazol-1-yl)-4-[[5-(trifluoromethyl)-2-pyridyl]amino]benzenesulfonamide